FC1=C(C#N)C=C(C(=C1)NCCOCCO)C 2-Fluoro-4-((2-(2-hydroxyethoxy)ethyl)amino)-5-methylbenzonitrile